BrC1=NC=C(C(=N1)C)F 2-bromo-5-fluoro-4-methyl-pyrimidine